CNC N,N-Dimethyl-amine